(S)-N-(7-(benzyloxy)-5-methyl-4-oxo-2,3,4,5-tetrahydrobenzo[b][1,4]oxazepin-3-yl)-4-(3-fluorobenzyl)-1H-pyrazole-1-carboxamide C(C1=CC=CC=C1)OC1=CC2=C(OC[C@@H](C(N2C)=O)NC(=O)N2N=CC(=C2)CC2=CC(=CC=C2)F)C=C1